ClC1=CC=2N(C(C(=CC2S1)C1=CC2=CN(N=C2C=C1)C)=O)C1=CC=C(C=C1)OC(F)F 2-chloro-4-(4-(difluoromethoxy)phenyl)-6-(2-methyl-2H-indazol-5-yl)thieno[3,2-b]pyridin-5(4H)-one